N1(CCCC1)C(=O)OC1=CC=C(C=C1)C[C@@H](C(=O)OC)NC(=O)[C@H]1N(CCC1)S(=O)(=O)C1=CC=C(C=C1)O 4-((S)-2-((S)-1-((4-hydroxyphenyl)sulfonyl)pyrrolidine-2-carboxamido)-3-methoxy-3-oxopropyl)phenyl pyrrolidine-1-carboxylate